[6-[(E)-2-(aminomethyl)-3-fluoro-allyloxy]-1-oxo-3,4-dihydroisoquinolin-2-yl]-N-isopropyl-acetamide hydrochloride Cl.NC/C(/COC=1C=C2CCN(C(C2=CC1)=O)CC(=O)NC(C)C)=C\F